spiro[2.3]hex-5-yl-methanone C1CC12CC(C2)C=O